(1S,3S)-3-((6-(5-(((2-isopropyl-pyrimidin-4-yl)oxy)methyl)-1-methyl-1H-1,2,3-triazol-4-yl)-2-methylpyridin-3-yl)oxy)cyclohexane-1-carboxylic acid C(C)(C)C1=NC=CC(=N1)OCC1=C(N=NN1C)C1=CC=C(C(=N1)C)O[C@@H]1C[C@H](CCC1)C(=O)O